CC1=C(C(=O)OCC2=NC=C(C=C2F)C(=C)OCC)C(=CC(=N1)N1CCC1)C (5-(1-ethoxyvinyl)-3-fluoropyridin-2-yl)methanol Methyl-6-(azetidin-1-yl)-4-methylnicotinate